C([O-])([O-])=O.[La+3].C([O-])([O-])=O.C([O-])([O-])=O.[La+3] Lanthanum carbonate salt